4-fluoro-N-(6-(1-methyl-1H-pyrazol-4-yl)isoquinolin-3-yl)-1-((1-methylcyclopropyl)methyl)piperidine-4-carboxamide FC1(CCN(CC1)CC1(CC1)C)C(=O)NC=1N=CC2=CC=C(C=C2C1)C=1C=NN(C1)C